tert-butyl (2S,4R)-2-{[(1S)-1-(4-bromophenyl)-3-methoxy-3-oxopropyl]carbamoyl}-4-hydroxypyrrolidine-1-carboxylate BrC1=CC=C(C=C1)[C@H](CC(=O)OC)NC(=O)[C@H]1N(C[C@@H](C1)O)C(=O)OC(C)(C)C